CN(C1=CC=C(C=C1)C(CNC)C)C1=CC=C(OC=2N=C(C3=C(N2)C=NC=C3)O)C=C1 2-[4-[N-methyl-4-[1-(methyl-amino)propan-2-yl]anilino]phenoxy]pyrido[3,4-d]pyrimidin-4-ol